methyl stearylacrylate C(CCCCCCCCCCCCCCCCC)C(C(=O)OC)=C